(2R,4R,5R)-5-azido-2-(azidomethyl)-3,3-difluoro-6-hydroxytetrahydro-2H-pyran-4-yl acetate C(C)(=O)O[C@H]1C([C@H](OC([C@@H]1N=[N+]=[N-])O)CN=[N+]=[N-])(F)F